N-(6-methylchroman-4-yl)-2-oxo-6-(trifluoromethyl)-1,2-dihydropyridine-3-carboxamide CC=1C=C2C(CCOC2=CC1)NC(=O)C=1C(NC(=CC1)C(F)(F)F)=O